N1(CCOCC1)C(C(=O)O)CCCCCCCC 2-(morpholin-4-yl)decanoic acid